Methyl 2-(hydroxymethyl)azetidine-2-carboxylate HCl salt Cl.OCC1(NCC1)C(=O)OC